CNC1=NC(C(=C2N1C=CC(=C2)C(F)(F)F)C2=CC=CC=C2)=O 1-(methylamino)-4-phenyl-6-(trifluoromethyl)pyrido[1,2-c]pyrimidin-3-one